(9-((5-amino-2-chloro-4-nitrophenyl)amino)nonyl)carbamic acid benzyl ester C(C1=CC=CC=C1)OC(NCCCCCCCCCNC1=C(C=C(C(=C1)N)[N+](=O)[O-])Cl)=O